C(CCC)C(C(=O)OCC)C(C1=CC=CC=C1)=O Ethyl 2-butyl-3-oxo-3-phenylpropionate